CN1CCN(CC1)C1=CC=C(C=C1)NC=1N=CC2=C(N1)N(C(=C2)CCC)C2=CC=CC(=N2)C(C)(C)O 2-(6-(2-((4-(4-methylpiperazin-1-yl)phenyl)amino)-6-propyl-7H-pyrrolo[2,3-d]pyrimidin-7-yl)pyridin-2-yl)propan-2-ol